N2-methyl-N4-(6-((2-(pyrrolidin-1-yl)ethoxy)methyl)pyridin-2-yl)pyridine-2,4-diamine CNC1=NC=CC(=C1)NC1=NC(=CC=C1)COCCN1CCCC1